ClC=1C=C2C(=NC(N(C2=CC1C1=C(C=CC=C1O)F)C=1C=NC=CC1C1CC1)=O)N1CCN(CC1)C(C=C)=O 6-chloro-1-(4-cyclopropyl-3-pyridinyl)-7-(2-fluoro-6-hydroxyphenyl)-4-(4-(2-propenoyl)-1-piperazinyl)-2(1H)-quinazolinone